6-(6-methoxypyridin-2-ylsulfonyl)-2-((6-methoxypyridin-3-yl)methyl)phthalazin-1(2H)-one COC1=CC=CC(=N1)S(=O)(=O)C=1C=C2C=NN(C(C2=CC1)=O)CC=1C=NC(=CC1)OC